C(C)[C@H]1[C@H](NC([C@H]1F)=O)COC1=NC=NC2=CC(=C(C=C12)OC)C(=O)N 4-{[(2s,3s,4s)-3-ethyl-4-fluoro-5-oxopyrrolidin-2-yl]methoxy}-6-methoxyquinazoline-7-carboxamide